3-(4'-chloro-2-methyl-[1,1'-biphenyl]-4-yl)piperidine ClC1=CC=C(C=C1)C1=C(C=C(C=C1)C1CNCCC1)C